4-(9-ethyl-2-(1-methyl-2-(3-methylbenzylidene)hydrazino)-8-(pyridin-4-yl)-9H-purin-6-yl)morpholine C(C)N1C2=NC(=NC(=C2N=C1C1=CC=NC=C1)N1CCOCC1)N(N=CC1=CC(=CC=C1)C)C